C(C)(C)N[Si]1(O[SiH](O[SiH](O[SiH](O1)C)C)C)C 2-isopropylamino-2,4,6,8-tetramethylcyclotetrasiloxane